FC=1C(=CC(=C(C1)N[C@@H]1CN(CC1)C(=O)OC(C)(C)C)C)S(N(COCC[Si](C)(C)C)C=1C=NSC1)(=O)=O tert-butyl (S)-3-((5-fluoro-4-(N-(isothiazol-4-yl)-N-((2-(trimethylsilyl)ethoxy)methyl)sulfamoyl)-2-methylphenyl)amino)pyrrolidine-1-carboxylate